BrC=1C=CC2=C(C3=C(S2)C=CC=C3Cl)C1 8-bromo-1-chlorodibenzo[b,d]thiophene